4-(1-menthoxy-methyl)-2-(3'-methoxy-4'-hydroxyphenyl)-1,3-dioxolane C1(CC(C(CC1)C(C)C)OCC1OC(OC1)C1=CC(=C(C=C1)O)OC)C